(S)-5-oxo-2-(2-oxopropylidene)tetrahydro-1H-pyrrolizine-7a(5H)-carboxylate O=C1N2CC(C[C@@]2(CC1)C(=O)[O-])=CC(C)=O